O.C(C)O monoethanol hydrate